(S)-N-(4-(3-aminopiperidin-1-yl)-5-((tetrahydro-2H-pyran-4-yl)ethynyl)pyridin-2-yl)-2-(7-fluoroquinoxalin-6-yl)pyrimidin-4-amine N[C@@H]1CN(CCC1)C1=CC(=NC=C1C#CC1CCOCC1)NC1=NC(=NC=C1)C=1C=C2N=CC=NC2=CC1F